C1(CCCCC1)C=1C=CC(=NC1)CN(C(C(F)(F)F)=O)C=1C=C2C(N(C(C2=CC1)=O)COCC[Si](C)(C)C)=O N-((5-cyclohexylpyridin-2-yl)methyl)-N-(1,3-dioxo-2-((2-(trimethylsilyl)ethoxy)methyl)isoindolin-5-yl)-2,2,2-trifluoroacetamide